(2s,4s)-2-((1r,6s)-6-(3-fluoro-4-methylphenyl)-3-azabicyclo[4.1.0]heptane-3-carbonyl)-7-oxa-5-azaspiro[3.4]octane-6-one FC=1C=C(C=CC1C)[C@]12CCN(C[C@@H]2C1)C(=O)C1CC2(C1)NC(OC2)=O